[Si](C)(C)(C(C)(C)C)OC[C@H]1N(CC2(CCC2)C(C1)O)C(=O)OC(C)(C)C tert-butyl (7S)-7-(((tert-butyldimethylsilyl)oxy)methyl)-9-hydroxy-6-azaspiro[3.5]nonane-6-carboxylate